C(#N)[C@H](CC1=CC=C(C=C1)C=1C=C2N(C(CNC2=CC1)=O)C)NC(=O)[C@H]1OCCCN(C1)C(=O)OC(C)(C)C Tert-butyl (2S)-2-({(1S)-1-cyano-2-[4-(4-methyl-3-oxo-1,2,3,4-tetrahydroquinoxalin-6-yl) phenyl] ethyl} carbamoyl)-1,4-oxaazepane-4-carboxylate